4-[6-chloro-8-fluoro-4-piperazin-1-yl-2-[1,7-diazaspiro[3.4]octan-7-yl]quinazolin-7-yl]-1,3-benzothiazol-2-amine ClC=1C=C2C(=NC(=NC2=C(C1C1=CC=CC2=C1N=C(S2)N)F)N2CCC1(CCN1)C2)N2CCNCC2